5-(bromomethyl)-2-(1-methoxyethyl)pyridine BrCC=1C=CC(=NC1)C(C)OC